7-(1-(3-chloropropanoyl)piperidin-4-yl)-2-(4-phenoxyphenyl)-4,5,6,7-tetrahydro-pyrazolo[1,5-a]pyrimidine-3-carboxamide ClCCC(=O)N1CCC(CC1)C1CCNC=2N1N=C(C2C(=O)N)C2=CC=C(C=C2)OC2=CC=CC=C2